NCC1=C(C=CC(=C1)N)O 2-Aminomethyl-4-aminophenol